CC1(NC(CC(C1)OC(=O)CC(C(CC(=O)[O-])C(=O)[O-])C(=O)[O-])(C)C)C (2,2,6,6-tetramethylpiperidin-4-yl)-1,2,3,4-butanetetracarboxylate